4-[(1-methylethyl)sulfonyl]aniline CC(C)S(=O)(=O)C1=CC=C(N)C=C1